[2-chloro-3-(3-methylisoxazol-4-yl)phenyl]methanone ClC1=C(C=CC=C1C=1C(=NOC1)C)C=O